C(C1=CC=CC=C1)OC1CCC(CC1)C1CN(C2=CC(=CC=C12)F)C(=O)N1[C@H](C[C@](CC1)(C(=O)OC)C1=CC=C(C=C1)F)C methyl (2S,4S)-1-(3-((1r,4S)-4-(benzyloxy)cyclohexyl)-6-fluoroindoline-1-carbonyl)-4-(4-fluorophenyl)-2-methylpiperidine-4-carboxylate